BrC=1N=C(N2C1C(=NC=C2)Cl)[C@H]2CN([C@@H](CO2)CO[Si](C2=CC=CC=C2)(C2=CC=CC=C2)C(C)(C)C)C(=O)OC(C)(C)C (2R,5S)-tert-butyl 2-(1-bromo-8-chloroimidazo[1,5-a]pyrazin-3-yl)-5-(((tert-butyldiphenylsilyl)oxy)methyl)morpholine-4-carboxylate